CC(C)(C)C1=CC(=NC=C1)C1=NC=CC(=C1)C(C)(C)C 4,4'-bis(1,1-dimethyl-ethyl)-2,2'-bipyridine